Methyl 4-((4-formylphenoxy)methyl)benzoate C(=O)C1=CC=C(OCC2=CC=C(C(=O)OC)C=C2)C=C1